C(C)(=O)N1C[C@H](CCC1)NCC1=CC(=C(C(=C1)O)N1CC(NS1(=O)=O)=O)F 5-[4-[[[(3S)-1-acetyl-3-piperidyl]amino]methyl]-2-fluoro-6-hydroxy-phenyl]-1,1-dioxo-1,2,5-thiadiazolidin-3-one